CC=1C=C(CN2N=CC(=C2)NC2=NC(=NC=C2)C2=CC=C(C=C2)N2C(NCC2)=O)C=C(C1)C 1-(4-(4-((1-(3,5-dimethylbenzyl)-1H-pyrazol-4-yl)amino)pyrimidin-2-yl)phenyl)imidazolidin-2-one